γ-ketopimelic acid O=C(CCC(=O)O)CCC(=O)O